5-(1-((2-(trimethylsilyl)ethoxy)methyl)-1H-imidazol-4-yl)nicotinaldehyde C[Si](CCOCN1C=NC(=C1)C=1C=NC=C(C=O)C1)(C)C